ClC1=CC2=C(C(=N1)C1=NC(=NN1C)C1=C(C(=NN1CC)C)F)C=NN2CC2COC(OC2)(C)C 6-chloro-1-[(2,2-dimethyl-1,3-dioxan-5-yl)methyl]-4-[3-(1-ethyl-4-fluoro-3-methyl-1H-pyrazol-5-yl)-1-methyl-1H-1,2,4-triazol-5-yl]-1H-pyrazolo[4,3-c]pyridine